ClC=1C=CC(=C2C3(NC(NC12)=O)CCCC3)OC3=C(C=CC=C3Cl)C3=NN=NN3 8'-chloro-5'-[6-chloro-2-(1H-tetrazol-5-yl)phenoxyl]1'H-spiro[cyclopentane-1,4'-quinazolin]-2'(3'H)-one